ClC=1C(=C2C(=NC1)NC=C2C(=O)C2=C(C=C(C=C2)OC2=C(C=CC=C2)F)C2CC2)N[C@H]2CO[C@@H](CC2)CO (5-chloro-4-(((3R,6S)-6-(hydroxymethyl)tetrahydro-2H-pyran-3-yl)amino)-1H-pyrrolo[2,3-b]pyridin-3-yl)(2-cyclopropyl-4-(2-fluorophenoxy)phenyl)methanone